1-allyl-N-(5-((6,7-dimethoxyquinolin-4-yl)oxy)pyrimidin-2-yl)-5-(4-fluorophenyl)-4-oxo-1,4-dihydropyridine-3-carboxamide C(C=C)N1C=C(C(C(=C1)C1=CC=C(C=C1)F)=O)C(=O)NC1=NC=C(C=N1)OC1=CC=NC2=CC(=C(C=C12)OC)OC